OC1=CC=C(C=C1)C(CC(O)C1=CC=CC=C1)O 1-(4-hydroxyphenyl)-3-phenyl-1,3-propanediol